tert-Butyl-4-(5-(2-(2-amino-1H-benzo[d]imidazol-1-yl)-5-fluoropyrimidin-4-yl)pyridin-2-yl)piperazine C(C)(C)(C)N1CCN(CC1)C1=NC=C(C=C1)C1=NC(=NC=C1F)N1C(=NC2=C1C=CC=C2)N